acrylic acid triisopropylsilyl ester C(C)(C)[Si](C(C)C)(C(C)C)OC(C=C)=O